BrC1=C2C=CN=C(C2=CN=C1)OC 5-bromo-1-methoxy-2,7-naphthyridine